ClC1=C(C=CC=C1)CC(=O)NC1=CC(=C(C=C1)COC1=NN(C=C1)C)S(N)(=O)=O 2-(2-chlorophenyl)-N-(4-(((1-methyl-1H-pyrazol-3-yl)oxy)methyl)-3-sulfamoylphenyl)acetamide